11-[4-(4-cyanophenyl)phenoxy]undecyl 2,5-bis[[4-[2-[4-(6-hydroxyhexoxy)phenyl]ethynyl]benzoyl]-oxy]benzoate OCCCCCCOC1=CC=C(C=C1)C#CC1=CC=C(C(=O)OC2=C(C(=O)OCCCCCCCCCCCOC3=CC=C(C=C3)C3=CC=C(C=C3)C#N)C=C(C=C2)OC(C2=CC=C(C=C2)C#CC2=CC=C(C=C2)OCCCCCCO)=O)C=C1